C[C@@H]1C[C@H](CN1)OC1=C(C=NC=C1)NCC=1C=C2N=CC=NC2=CC1 4-(((3R,5R)-5-methylpyrrolidin-3-yl)oxy)-N-(quinoxalin-6-ylmethyl)pyridin-3-amine